methyl (R)-2-((1H-pyrrolo[2,3-b]pyridin-5-yl)oxy)-4-(4-(2-(2-cyclopropylphenyl)pyrrolidin-1-yl)benzyl)benzoate N1C=CC=2C1=NC=C(C2)OC2=C(C(=O)OC)C=CC(=C2)CC2=CC=C(C=C2)N2[C@H](CCC2)C2=C(C=CC=C2)C2CC2